C(C)(C)(C)OC(=O)N1CCC(CC1)N1N=C(C=2C1=NC=NC2N)C=2C=NC(=CC2)OC2=CC=CC=C2 4-(4-amino-3-(6-phenoxypyridin-3-yl)-1H-pyrazolo[3,4-d]pyrimidin-1-yl)piperidine-1-carboxylic acid tert-butyl ester